C(C=C)O[Ti] allyloxytitanium